CC1(CN(C2=CC=CC=C12)CCCCCC(NC1=CC=CC=C1)=O)C (E)-3,3-dimethyl-1-(6-oxo-6-(phenylamino)hexyl)indolin